ClC=1C=C(C=CC1)N1N=NC(=C1)C1CCN(CC1)CC1=C(C=CC=C1)C 4-[1-(3-Chloro-phenyl)-1H-[1,2,3]triazol-4-yl]-1-(2-methyl-benzyl)-piperidine